N-(3-(5-(7-chloro-2,3-dihydrobenzo[b][1,4]dioxin-6-yl)-1H-pyrrolo[2,3-b]pyridine-3-carbonyl)-2-fluorophenyl)-1-phenylmethanesulfonamide ClC=1C(=CC2=C(OCCO2)C1)C=1C=C2C(=NC1)NC=C2C(=O)C=2C(=C(C=CC2)NS(=O)(=O)CC2=CC=CC=C2)F